C1=NC(=CC2=CC=CC=C12)NC=1SC=C(N1)C1=NC=CC=C1 N-(isoquinolin-3-yl)-4-(pyridin-2-yl)thiazol-2-amine